C(CCC)C1(N(S(C2=C(N(C1)C1=CC=CC=C1)C=C(C(=C2)CSCC(=O)O)SC)(=O)=O)C)CC 2-(((3-Butyl-3-ethyl-2-methyl-7-(methylthio)-1,1-dioxido-5-phenyl-2,3,4,5-tetrahydro-1,2,5-benzothiadiazepin-8-yl)methyl)thio)acetic acid